N-Ethyl-5-fluoro-N-isopropyl-2-((4-(7-(prop-2-yn-1-yl)-2,7-diazaspiro[3.5]nonan-2-yl)pyrimidin-5-yl)oxy)benzamide C(C)N(C(C1=C(C=CC(=C1)F)OC=1C(=NC=NC1)N1CC2(C1)CCN(CC2)CC#C)=O)C(C)C